(R or S)-2-((R)-1-cyclopropyl-2-methyl-2-((2-(trimethyl-silyl)ethoxy)methoxy)propyl)-3-methyl-7-(4-(5-methyl-1,3,4-oxadiazol-2-yl)phenyl)isoindolin-1-one C1(CC1)[C@H](C(C)(OCOCC[Si](C)(C)C)C)N1C(C2=C(C=CC=C2[C@H]1C)C1=CC=C(C=C1)C=1OC(=NN1)C)=O |o1:24|